(R)-1-(1-((5-Chloropyridin-2-yl)methyl)-5,7-difluoro-1H-benzo[d]imidazol-2-yl)-4,4-difluoropiperidin-3-amin-hydrochlorid Cl.ClC=1C=CC(=NC1)CN1C(=NC2=C1C(=CC(=C2)F)F)N2C[C@H](C(CC2)(F)F)N